NC(C(=O)O)(CCCCB(O)O)CN[C@H]([C@@H](C1=CC=CC=C1)O)C1=CC=CC=C1 2-amino-6-borono-2-(((1S,2R)-2-hydroxy-1,2-diphenylethylamino)methyl)hexanoic acid